triethylmethylammonium dibromosalicylate borate B([O-])([O-])[O-].BrC=1C(=C(C(C(=O)[O-])=CC1)O)Br.C(C)[N+](C)(CC)CC.C(C)[N+](CC)(CC)C.C(C)[N+](CC)(CC)C.C(C)[N+](CC)(CC)C